3-amino-2,2-dimethylpropionic acid hydrochloride Cl.NCC(C(=O)O)(C)C